C(C)(C)OC1=C(C=C(C=C1)OC)C(CC#N)=O 3-(2-isopropoxy-5-methoxyphenyl)-3-oxopropanenitrile